C12(CC(C1)C2)NS(=O)(=O)C2=CC=1C(C3=CC(=CC=C3C1C=C2)S(=O)(=O)NC21CC(C2)C1)=NO N2,N7-di(bicyclo[1.1.1]pentan-1-yl)-9-(hydroxyimino)-9H-fluorene-2,7-disulfonamide